ON1CC1 N-hydroxy-ethylenimine